2,6-dichloro-4-(3-phenylazetidin-1-yl)benzoic acid ClC1=C(C(=O)O)C(=CC(=C1)N1CC(C1)C1=CC=CC=C1)Cl